COC1=CC=C(C=C1)CNC(C(=O)[O-])(C(C)C1=C(C(=CC=C1F)C)C)NS(=O)(=O)C1=CC=CC=C1 [(4-methoxyphenyl)methyl]aminobenzenesulfonamido-3-(6-fluoro-2,3-dimethylphenyl)butanoate